4,6,7-trichloroquinolin-2-ol ClC1=CC(=NC2=CC(=C(C=C12)Cl)Cl)O